trans-(4-benzyl-6-cyclopropylmorpholin-2-yl)methanol C(C1=CC=CC=C1)N1C[C@H](O[C@@H](C1)C1CC1)CO